C(C)(=O)OC[C@]1([C@@H](C1)C[C@@H]1C([C@]2(C[C@H]2C1)C)(C)C)C |o1:5,6| rel-(1R,2R)-(1-methyl-2-(((1S,3R,5R)-1,2,2-trimethylbicyclo[3.1.0]hexan-3-yl)methyl)cyclopropyl)methyl acetate